(1R)-trans-3-[(E)-(2-methoxycarbonyl-1-propenyl)]-2,2-dimethylcyclopropanecarboxylic acid COC(=O)/C(=C/[C@H]1C([C@@H]1C(=O)O)(C)C)/C